rac-N-(5-(2-cyano-5-((5-oxopyrrolidin-3-yl)methoxy)pyridin-4-yl)pyrazolo[1,5-a]pyridin-2-yl)cyclopropanecarboxamide C(#N)C1=NC=C(C(=C1)C1=CC=2N(C=C1)N=C(C2)NC(=O)C2CC2)OC[C@H]2CNC(C2)=O |r|